2-(2-ethoxyphenoxymethyl)tetrahydro-1,4-oxazine C(C)OC1=C(OCC2OCCNC2)C=CC=C1